CC=1C=C2C(=CNC2=CC1)C(=O)O 5-methyl-1H-indole-3-carboxylic acid